((S)-(4-chlorophenyl)(cyclopropyl)methyl)-2-methylpropane-2-sulfinamide ClC1=CC=C(C=C1)[C@H](C1CC1)CC(C)(S(=O)N)C